FC(C1=CN(C(C2=C1N=C(N=C2)SC)=O)C2=C(C=CC=C2F)F)F 8-(difluoromethyl)-6-(2,6-difluorophenyl)-2-(methylthio)pyrido[4,3-d]pyrimidin-5(6H)-one